(+/-)-(1S,3S)-3-(4-(5-(((cyclopentyl(methyl)carbamoyl)oxy)methyl)-1-methyl-1H-pyrazol-4-yl)-2-fluorophenoxy)cyclohexane-1-carboxylic acid C1(CCCC1)N(C(=O)OCC1=C(C=NN1C)C1=CC(=C(O[C@@H]2C[C@H](CCC2)C(=O)O)C=C1)F)C |r|